CC=1N(C(=CN1)C1=C(C(=C(C=C1)OC)F)F)C1=CC(=C(C=C1)C(=O)N1CCN(CC1)C(=O)[C@@H]1[C@@H](CNCC1)O)Cl 2-methyl-N-[3-chloro-4-[4-[(3s,4s)-3-hydroxypiperidine-4-carbonyl]piperazine-1-carbonyl]phenyl]-5-(2,3-difluoro-4-methoxy-phenyl)-imidazole